ClC=1C(=C(C=C(C1)Cl)O)B1OC(C(O1)(C)C)(C)C 3,5-Dichloro-2-(4,4,5,5-tetramethyl-1,3,2-dioxaborolan-2-yl)phenol